O=C(C(=O)OCC(F)(F)F)N1[C@H](CC[C@@H](C1)C)C1=CC(=CC=C1)CN(C)C 2,2,2-trifluoroethyl 2-oxo-2-[(2R,5S)-2-[3-[(dimethylamino)methyl]phenyl]-5-methyl-1-piperidyl]acetate